(S)-2-(difluoromethyl)-N4-(4-methoxy-5-(1-(tetrahydrofuran-3-yl)-1H-pyrazol-4-yl)pyridin-2-yl)pyrimidine-4,6-diamine FC(C1=NC(=CC(=N1)NC1=NC=C(C(=C1)OC)C=1C=NN(C1)[C@@H]1COCC1)N)F